C(C)(C)(C)C1CCC2=C(SC(=C2C(NC=2C=C(C=CC2)C)=O)NC(C(=O)O)CC=O)C1 (6-tert-butyl-3-(m-tolylcarbamoyl)-4,5,6,7-tetrahydrobenzo[b]thiophen-2-ylamino)-4-oxobutanoic acid